FC(CCS(=O)(=O)OC1=CC=CC=2COC(OCC21)C=2N=C(SC2)C2CCN(CC2)C(CN2N=C(C=C2C)C(F)(F)F)=O)(F)F 4-[4-[6-(1,1,1-trifluoropropan-3-yl)sulfonyloxy-1,5-dihydro-3H-2,4-benzodioxepin-3-yl]-2-thiazolyl]-1-[2-[5-methyl-3-(trifluoromethyl)-1H-pyrazol-1-yl]acetyl]piperidine